OCC1(CCCC1)CN1N=C(C=2C=NC(=CC21)NC2=NC(=NC=C2)C=2C(N(NC2)C)=O)C#CC2CCN(CC2)C 4-(4-((1-((1-(hydroxymethyl)cyclopentyl)methyl)-3-((1-methylpiperidin-4-yl)ethynyl)-1H-pyrazolo[4,3-c]pyridin-6-yl)amino)pyrimidin-2-yl)-2-methyl-1,2-dihydro-3H-pyrazol-3-one